3-(5-((2-(4-((4'-chloro-4,4-dimethyl-3,4,5,6-tetrahydro-[1,1'-biphenyl]-2-yl)methyl)piperazin-1-yl)ethyl)amino)-2-methyl-4-oxoquinazolin-3(4H)-yl)piperidine-2,6-dione ClC1=CC=C(C=C1)C1=C(CC(CC1)(C)C)CN1CCN(CC1)CCNC1=C2C(N(C(=NC2=CC=C1)C)C1C(NC(CC1)=O)=O)=O